C(C)(=O)N1CC(C1)SC=1C(=NON1)C(=NO)NC1=CC(=C(C=C1)F)Br 4-((1-Acetylazetidin-3-yl)thio)-N-(3-bromo-4-fluorophenyl)-N'-hydroxy-1,2,5-oxadiazole-3-carboxamidine